2-phenyl-5-(4-methoxyphenyl)-1,3,4-oxadiazole C1(=CC=CC=C1)C=1OC(=NN1)C1=CC=C(C=C1)OC